BrC1=C(C=C2N=CC=3N(C(N4[C@@H](COC1=C2C34)C)=O)C)OC (R)-7-bromo-6-methoxy-2,10-diMethyl-9,10-dihydro-8-oxa-2,4,10a-triazanaphtho[2,1,8-cde]Azulene-1(2H)-one